NCC1=C(O[C@@H]2[C@H]([C@H]([C@@H](C2)N2C=CC3=C2N=CN=C3C)O)O)C=CC(=C1)Cl (1S,2S,3S,5R)-3-(2-(aminomethyl)-4-chlorophenoxy)-5-(4-methyl-7H-pyrrolo[2,3-d]pyrimidin-7-yl)cyclopentane-1,2-diol